[Si](C1=CC=CC=C1)(C1=CC=CC=C1)(C(C)(C)C)OC[C@H]1CCC(N1)=O (5R)-5-[[tert-butyl(diphenyl)silyl]oxymethyl]pyrrolidin-2-one